(4aS,6S,8aS)-tert-butyl 4-oxo-6-(3-(trifluoromethyl)phenyl)octahydro-1H-benzo[d][1,3]oxazine-1-carboxylate O=C1[C@@H]2[C@@H](N(CO1)C(=O)OC(C)(C)C)CC[C@@H](C2)C2=CC(=CC=C2)C(F)(F)F